methyl 5-(methylthio)-3-(6-azaspiro[2.5]octan-6-yl)picolinate CSC=1C=C(C(=NC1)C(=O)OC)N1CCC2(CC2)CC1